3,3-dimethyl-1-(2-(piperazin-1-yl)-7,8-dihydro-1,6-naphthyridin-6(5H)-yl)butan-1-one CC(CC(=O)N1CC=2C=CC(=NC2CC1)N1CCNCC1)(C)C